NC1=NC=2C=CC(=CC2C2=C1SC=C2)C(=O)N2[C@@H](COCC2)C2=CC=C(C=C2)C(F)(F)F (4-aminothieno[2,3-c]quinolin-8-yl)-[(3R)-3-[4-(trifluoromethyl)phenyl]morpholin-4-yl]methanone